selenylindole [SeH]C=1NC2=CC=CC=C2C1